ClC1=NC(=CC=C1OC(F)F)C1CCC2(OCCO2)CC1 2-chloro-3-(difluoromethoxy)-6-(1,4-dioxaspiro[4.5]decane-8-yl)pyridine